1,5-diazabicyclo[4.3.0]non-5-ene chloride [Cl-].N12CCCN=C2CCC1